3-hydroxy-2-methyl-1-phenylbutan-1-one OC(C(C(=O)C1=CC=CC=C1)C)C